[Si](C)(C)(C(C)(C)C)O[C@H](CN(C(OC(C)(C)C)=O)C)COC1=CC(=C(C=C1)Cl)C1=NC(=C(C(=N1)C=1C(=NOC1C)C)C)N1CC2=NC=CC=C2C1 tert-butyl (R)-2-(tert-butyldimethylsilyloxy)-3-(4-chloro-3-(4-(3,5-di-methylisoxazol-4-yl)-5-methyl-6-(5H-pyrrolo[3,4-b]pyridin-6(7H)-yl)pyrimidin-2-yl)phenoxy)propyl(methyl)carbamate